C(#N)N1CC2=CC=CC(=C2C1)C1=C(C=CC=C1)S(=O)(=O)NCC 2-(2-cyanoisoindolin-4-yl)-N-ethylbenzenesulfonamide